CN1[C@H](CCC1)CO (R)-N-methyl-2-pyrrolidinemethanol